octanediol dichloride [Cl-].[Cl-].C(CCCCCCC)(O)O